N,N-dimethyl-propan-1-amine, hydrochloride Cl.CN(CCC)C